OCC(CO)C1CC[C@]12CN(CC2)C(=O)OC(C)(C)C tert-butyl (4R)-3-[2-hydroxy-1-(hydroxymethyl)ethyl]-6-azaspiro[3.4]octane-6-carboxylate